(2R)-4-tert-butoxycarbonyl-1-[2-[[(E)-3-[2-fluoro-4-(trifluoromethyl)phenyl]prop-2-enoyl]amino]acetyl]piperazine-2-carboxylic acid C(C)(C)(C)OC(=O)N1C[C@@H](N(CC1)C(CNC(\C=C\C1=C(C=C(C=C1)C(F)(F)F)F)=O)=O)C(=O)O